ClC=1C=C(C=C(C1F)Cl)C(=CC(=O)C1=CC(=C(C(=O)O)C=C1)C)C(F)(F)F 4-(3-(3,5-dichloro-4-fluorophenyl)-4,4,4-Trifluoro-2-butenoyl)-2-methylbenzoic acid